C(C)(C)(C)OC(NN1C(C2(CC1)CCOCC2)=O)=O N-(1-oxo-8-oxa-2-azaspiro[4.5]dec-2-yl)carbamic acid tert-butyl ester